2-(2-thiazolyl)-4-[[phenylsulfonyl]oxy]-5-amino-3(2H)-furanone S1C(=NC=C1)C1OC(=C(C1=O)OS(=O)(=O)C1=CC=CC=C1)N